C(C1=CC=CC=C1)OC(CCCCCCCCCC[C@](C(=O)O)(CCCCCCCCCCC)C(=O)OCC1=CC=CC=C1)=O (2S)-13-benzyloxy-2-benzyloxycarbonyl-13-oxo-2-undecyl-tridecanoic acid